ClC1=NC=C(C(=N1)C1=CC2=C(N(N=C2C=C1)C)C(C)C)F 5-(2-chloro-5-fluoropyrimidin-4-yl)-3-isopropyl-2-methyl-2H-indazole